4-(5-chloropyridin-2-yl)piperidin-2-ylbenzoic acid methyl ester COC(C1=C(C=CC=C1)C1NCCC(C1)C1=NC=C(C=C1)Cl)=O